N[C@H](C1CCN(CC1)C(=O)[C@]1(NCCC1)C)C1=C(C=C(C(=C1)Cl)Cl)O (4-((R)-amino(4,5-dichloro-2-hydroxyphenyl)methyl)piperidin-1-yl)((S)-2-methylpyrrolidin-2-yl)methanone